BrC1=C(CS(=O)(=O)C2=NC=3N(C(N(C(C3N2C)=O)C)=O)C)C=CC=C1 8-((2-bromobenzyl)sulfonyl)-1,3,7-trimethyl-1H-purine-2,6(3H,7H)-dione